methyl (R)-7-fluoro-4-oxo-2-(phenylethynyl)chromane-2-carboxylate FC1=CC=C2C(C[C@](OC2=C1)(C(=O)OC)C#CC1=CC=CC=C1)=O